3,7-dimethylsebacic acid CC(CC(=O)O)CCCC(CCC(=O)O)C